anti-3-[3-[(dimethylamino)methyl]-4-hydroxy-1-(2-phenylethyl)piperidin-4-yl]benzamide CN(C)CC1CN(CCC1(O)C=1C=C(C(=O)N)C=CC1)CCC1=CC=CC=C1